CCCCC=CC hept-5-ene